(S)-((1r,5S,9S)-3-oxa-7-azabicyclo[3.3.1]non-9-yl)-1-(4-fluorophenyl)-3,4-dihydroisoquinoline-2(1H)-carboxylate [C@H]12COC[C@H](CNC1)C2OC(=O)N2C(C1=CC=CC=C1CC2)C2=CC=C(C=C2)F